4-HYDROXY-6,7-DIMETHYL-2-OXO-2H-CHROMENE-3-CARBALDEHYDE OC1=C(C(OC2=CC(=C(C=C12)C)C)=O)C=O